C(C)(C)(C)C1=C(C(=CC(=C1)C(C)(C)C)C)O 2,4-di-tert-butyl-6-methylphenol